1-[(3AR,8aS)-decahydropyrrolo[3,4-d]azepin-6-yl]ethan-1-one hydrochloride Cl.C1NC[C@H]2[C@@H]1CCN(CC2)C(C)=O